FC=1C=C(OCCN(CC[C@@H](C(=O)O)NC2=NC=C(C=N2)C)CCCCC2=NC=3NCCCC3C=C2)C=C(C1)F (S)-4-((2-(3,5-difluorophenoxy)ethyl)(4-(5,6,7,8-tetrahydro-1,8-naphthyridin-2-yl)butyl)amino)-2-((5-methylpyrimidin-2-yl)amino)butanoic acid